ClC1=NC=2N(C(=C1)N1C[C@H](CC1)CC(=O)N)N=C(C2C2=CC=C(C=C2)Cl)C2=C(C=CC=C2)Cl 2-[(3R)-1-[5-chloro-2-(2-chlorophenyl)-3-(4-chlorophenyl)pyrazolo[1,5-a]pyrimidin-7-yl]pyrrolidin-3-yl]acetamide